6-fluoro-1-methyl-1,5-dihydro-4H-imidazo[4,5-c]quinolin-4-one FC1=CC=CC=2C3=C(C(NC12)=O)N=CN3C